ClC1=CC(=C(C=C1)C1=NC(=NC2=C1N=C(N(C2=O)C)C)N2CC(CC2)C2=NN=C1N2CCCC1)F 8-(4-chloro-2-fluoro-phenyl)-2,3-dimethyl-6-[3-(5,6,7,8-tetrahydro-[1,2,4]triazolo[4,3-a]pyridin-3-yl)pyrrolidino]pyrimido[5,4-d]pyrimidin-4-one